FC1=CC2=C(N(C(C(N2C)=O)=O)C2CCN(CC2)C2=NC=C(C=N2)C#N)N=C1 2-(4-(7-fluoro-1-methyl-2,3-dioxo-2,3-dihydropyrido[2,3-b]pyrazin-4(1H)-yl)piperidine-1-yl)pyrimidine-5-carbonitrile